C(C)OC=1C=C(C=2N(C1)N=CC2C#N)C=2C=NC(=CC2)N2C[C@@H](C[C@@H](C2)C(F)(F)F)NC 6-ethoxy-4-(6-((3R,5S)-3-(methylamino)-5-(trifluoromethyl)piperidin-1-yl)pyridin-3-yl)pyrazolo[1,5-a]pyridine-3-carbonitrile